NC1=NC(=C2N=CN(C2=N1)CCNC(=O)C1=CC(=NN1CC)C)NC1=CC=C(C=C1)N N-(2-(2-amino-6-((4-aminophenyl)amino)-9H-purin-9-yl)ethyl)-1-ethyl-3-methyl-1H-pyrazole-5-carboxamide